1-methyl-4-(1-methylethenyl)benzene CC1=CC=C(C=C1)C(=C)C